ClC=1C=CC2=C(N=C(O2)C2CC3(CC(C3)NC(=O)C=3OC(=CC3)S(=O)(=O)CC3CC3)C2)C1 N-[6-(5-chloro-1,3-benzoxazol-2-yl)spiro[3.3]heptane-2-yl]-5-(cyclopropylmethylsulfonyl)furan-2-carboxamide